COCCN(C=1N=C(C2=C(N1)C(=NC(=N2)N(CCOC)CCOC)N2CC=1N(CC2)N=CN1)N1CCS(CC1)(=O)=O)CCOC 4-(2,6-bis(bis(2-methoxyethyl)amino)-8-(5,6-dihydro-[1,2,4]triazolo[1,5-a]pyrazin-7(8H)-yl)pyrimido[5,4-d]pyrimidin-4-yl)thiomorpholine 1,1-dioxide